FC1=CC=C(C(=N1)C)OC1=C(C(=O)N)C(=C(C=N1)C(F)(F)F)C 2-((6-fluoro-2-methylpyridin-3-yl)oxy)4-methyl-5-(trifluoromethyl)nicotinamide